oxotropan O=C1[C@H]2CC[C@@H](CC1)N2C